B(O)(O)CC1=CC=CC=C1 boronotoluene